BrC=1C=C2C(=NC1)N(C(=C2C#N)NC(OC(C)(C)C)=O)C2=C(C(=CC=C2C)OC)C tert-butyl N-[5-bromo-3-cyano-1-(3-methoxy-2,6-dimethyl-phenyl)pyrrolo[2,3-b]pyridin-2-yl]carbamate